(2R,3R,4R,5R)-5-(2-amino-6-oxo-1,6-dihydro-9H-purin-9-yl)-2-((benzoyloxy)methyl)-4-(2-methoxyethoxy)tetrahydrofuran-3-yl benzoate C(C1=CC=CC=C1)(=O)O[C@@H]1[C@H](O[C@H]([C@@H]1OCCOC)N1C=2N=C(NC(C2N=C1)=O)N)COC(C1=CC=CC=C1)=O